ClC=1C=C(C(=O)NC2=CC=C(C=C2)C2=NNC(=N2)C2CC2)C=C(C1)CN1CCS(CC1)(=O)=O 3-Chloro-N-[4-(5-cyclopropyl-1H-1,2,4-triazol-3-yl)phenyl]-5-[(1,1-dioxo-1,4-thiazinan-4-yl)methyl]benzamide